methyl 8-chloro-5-phenylimidazo[1,5-a]pyridine-6-carboxylate ClC=1C=2N(C(=C(C1)C(=O)OC)C1=CC=CC=C1)C=NC2